N1(CCCC1)S(=O)(=O)C1=CC=C(N)C=C1 4-(pyrrolidin-1-ylsulfonyl)aniline